ClC=1C=CC(=C(CN2CC3(CC2(C)C)CCN(CC3)C(=O)OC(C(F)(F)F)C(F)(F)F)C1)N1CCOCC1 1,1,1,3,3,3-Hexafluoropropan-2-yl 2-(5-chloro-2-morpholinylbenzyl)-3,3-dimethyl-2,8-diazaspiro[4.5]decane-8-carboxylate